[Pd](Cl)Cl.C(C)(C)(C)P[C-]1C=CC=C1.[C-]1(C=CC=C1)PC(C)(C)C.[Fe+2] 1,1'-di(t-butylphosphino)ferrocene palladium chloride